4-cyclohexene-1,3-diol C1(CC(C=CC1)O)O